C1(CC1)N1C(=CC=2N=NC(=CC21)C2=C(C=CC=C2)O)[C@@H]2CN(CC2)C2=C(C=C(C=N2)C2=NOC(=C2)C(C(=O)O)C(C)C)C 2-(3-{6-[(3S)-3-[5-cyclopropyl-3-(2-hydroxyphenyl)pyrrolo[3,2-c]pyridazin-6-yl]pyrrolidin-1-yl]-5-methylpyridin-3-yl}-1,2-oxazol-5-yl)-3-methylbutanoic acid